1-[(4-amino-3-nitro-5-quinolinyl)oxy]propan-2-one NC1=C(C=NC2=CC=CC(=C12)OCC(C)=O)[N+](=O)[O-]